tert-butyl 3-(3-(4-methoxyphenyl)-1,2,4-oxadiazol-5-yl)azetidine-1-carboxylate COC1=CC=C(C=C1)C1=NOC(=N1)C1CN(C1)C(=O)OC(C)(C)C